5-(5-(4,4-difluoropiperidine-1-carbonyl)-1H-pyrrolo[2,3-b]pyridin-1-yl)-N-(pentan-3-yl)pyridinecarboxamide FC1(CCN(CC1)C(=O)C=1C=C2C(=NC1)N(C=C2)C=2C=CC(=NC2)C(=O)NC(CC)CC)F